rac-ethyl 5-((3S,4S)-1-(tert-butoxycarbonyl)-4-cyano-3-ethylpiperidin-4-yl)-2'-ethoxy-[2,3'-bipyridine]-6-carboxylate C(C)(C)(C)OC(=O)N1C[C@H]([C@](CC1)(C#N)C=1C=CC(=NC1C(=O)OCC)C=1C(=NC=CC1)OCC)CC |r|